rel-(S)-(4-(benzyloxy)-6-((3R*,4R*,6R)-4-(3,4-difluoro-2-methoxyphenyl)-6-methyl-6-(trifluoromethyl)tetrahydro-2H-pyran-3-yl)-2-methylpyridin-3-yl)(imino)(methyl)-λ6-sulfanone C(C1=CC=CC=C1)OC1=C(C(=NC(=C1)[C@@H]1CO[C@](C[C@H]1C1=C(C(=C(C=C1)F)F)OC)(C(F)(F)F)C)C)[S@@](=O)(C)=N |o1:14,19,36|